[O-2].[Cs+].[Ni+2] nickel-cesium oxide